1,4-bis(iodomethyl)benzene ICC1=CC=C(C=C1)CI